BrC1=CC=CC=2C=3N(C(=NC12)N[C@@H](C(=O)N1[C@@H]2CN([C@H](C1)C2)C)C)N=C(N3)C3=CC=C(C=C3)OC (2R)-2-{[7-bromo-2-(4-methoxyphenyl)[1,2,4]triazolo[1,5-c]quinazolin-5-yl]amino}-1-[(1S,4S)-5-methyl-2,5-diazabicyclo[2.2.1]hept-2-yl]propan-1-one